C(C1=CC=CC=C1)OC(=O)N1C[C@@H]2[C@](C1)([C@H]([C@H](C2)OC2=C(C=CC=C2)F)O)O (3aS,4S,5S,6aR)-5-(2-fluorophenoxy)-3a,4-dihydroxyhexahydrocyclopenta[c]pyrrole-2(1H)-carboxylic acid benzyl ester